7-(6-amino-3-azabicyclo[3.1.0]hex-3-yl)-4-(2,3-dichlorophenyl)-1,2-dihydro-3H-pyrrolo[3,4-c]pyridin-3-one NC1C2CN(CC12)C=1C2=C(C(=NC1)C1=C(C(=CC=C1)Cl)Cl)C(NC2)=O